FC=1C=CC(=C2C(CCC12)=O)S(=NC#N)(=O)C N-((7-fluoro-3-oxo-2,3-dihydro-1H-inden-4-yl)(methyl)(oxo)-λ6-sulfanylidene)cyanamide